(3R)-3-[5-(4-piperidyl)indolin-1-yl]piperidine-2,6-dione N1CCC(CC1)C=1C=C2CCN(C2=CC1)[C@H]1C(NC(CC1)=O)=O